2-(2-((3-chlorophenoxy)methyl)thiazol-5-yl)-5-(difluoromethyl)-1,3,4-oxadiazole ClC=1C=C(OCC=2SC(=CN2)C=2OC(=NN2)C(F)F)C=CC1